tert-butyl 4-(4-(6-amino-2-fluoro-5-(8-fluoro-1-oxo-1,2,3,4-tetrahydroisoquinolin-6-yl)pyridin-3-yl)phenyl)piperazine-1-carboxylate NC1=C(C=C(C(=N1)F)C1=CC=C(C=C1)N1CCN(CC1)C(=O)OC(C)(C)C)C=1C=C2CCNC(C2=C(C1)F)=O